OC[C@H]1N(C[C@@H]([C@H]([C@@H]1O)O)O)CCC1=CC=C(C=C1)OCC1COCC1 (2R,3R,4R,5S)-2-(hydroxymethyl)-1-(4-((tetrahydrofuran-3-yl)methoxy)phenethyl)piperidine-3,4,5-triol